4-Chloro-3-fluoro-2-(6-methoxypyrimidin-4-yl)aniline ClC1=C(C(=C(N)C=C1)C1=NC=NC(=C1)OC)F